N-(3-chloro-2-methoxyphenyl)-4-hydroxy-2-oxo-1,2,5,6-tetrahydropyridin-3-carbothioic acid amide ClC=1C(=C(C=CC1)NC(=S)C=1C(NCCC1O)=O)OC